ClC1=C2C(=NC=C1C=1C=C(C=CC1)N1C(CN(CC1)CCC1N(CCC(C1)C(=O)N)C=1C=C3C(N(C(C3=CC1)=O)C1C(NC(CC1)=O)=O)=O)=O)NC=C2CC (2-(4-(3-(4-chloro-3-ethyl-1H-pyrrolo[2,3-b]pyridin-5-yl)phenyl)-3-oxopiperazin-1-yl)ethyl)-1-(2-(2,6-dioxopiperidin-3-yl)-1,3-dioxoisoindolin-5-yl)piperidine-4-carboxamide